CN1C(N(C2=C1N=NC=1C=CC(=CC21)C=2C=NC(=CC2)[C@@H](C)OCCN2CCC(CC2)C2COC2)C2CCOCC2)=O (R)-3-methyl-8-(6-(1-(2-(4-(oxetan-3-yl)piperidin-1-yl)ethoxy)ethyl)pyridin-3-yl)-1-(tetrahydro-2H-pyran-4-yl)-1H-imidazo[4,5-c]cinnolin-2(3H)-one